C1(OCC(C)O1)=O propylene (R)-carbonate